(3-aminophenyl)(4-(benzyloxy)-3-bromophenyl)methanol NC=1C=C(C=CC1)C(O)C1=CC(=C(C=C1)OCC1=CC=CC=C1)Br